FC=1C=CC(=C2C=C(N(C12)CCNC1=CC(=NC=N1)C1=CC=C(C=C1)C1=C(C(=NO1)C)C(=O)O)C)C 5-(4-{6-[2-(7-Fluoro-2,4-dimethyl-indol-1-yl)-ethylamino]-pyrimidin-4-yl}-phenyl)-3-methyl-isoxazole-4-carboxylic acid